C(CCCCCCCCC)(=O)OC(CSCCCCCC)CCCCCC(CCCCCC(CSCCCCCC)OC(CN(C)C(CCCCC)=O)=O)=O 14-((N-hexanoyl-N-methylglycyl)oxy)-1,15-bis(hexylthio)-8-oxopentadecan-2-yl decanoate